FC(CN1[C@@H](C2=CC=C3C(=C2C[C@H]1C)C=NN3)C3=C(C=C(C=C3)NC3CN(C3)CCCF)OC)F N-(4-((6S,8R)-7-(2,2-difluoroethyl)-8-methyl-6,7,8,9-tetrahydro-3H-pyrazolo[4,3-f]isoquinolin-6-yl)-3-methoxyphenyl)-1-(3-fluoropropyl)azetidin-3-amine